2-(3,4-dihydro-2H-pyrrolo[3',2':5,6]pyrido[2,3-b][1,4]oxazepin-1(7H)-yl)-N-((4-(((1r,3r)-3-methoxycyclobutyl)amino)-3-nitrophenyl)sulfonyl)benzamide N1(C2=C(OCCC1)N=C1C(=C2)C=CN1)C1=C(C(=O)NS(=O)(=O)C2=CC(=C(C=C2)NC2CC(C2)OC)[N+](=O)[O-])C=CC=C1